C[C@@]12CC[C@@H]3[C@H]4CC[C@](C[C@@H]4CC[C@H]3[C@@H]2CCC[C@@H]1[C@H](CN1N=NN=C1C)C)(O)CCC (2R,4aS,4bR,6aS,7R,10aS,10bR,12aS)-6a-methyl-7-((R)-1-(5-methyl-1H-tetrazol-1-yl)propan-2-yl)-2-propyloctadecahydrochrysen-2-ol